2-((6-acetylbenzo[d]oxazol-2-yl)amino)-1-methyl-1H-benzo[d]imidazole-5-carboxylic acid C(C)(=O)C1=CC2=C(N=C(O2)NC2=NC3=C(N2C)C=CC(=C3)C(=O)O)C=C1